C1(CCC1)C(=O)N1[C@H]([C@H](CC1)NC(C(C)(C)OC)=O)CC1(CC(=CC=C1)C1=CC=CC=C1)F N-{cis-1-(cyclobutanecarbonyl)-2-[(3-fluoro[1,1'-biphenyl]-3-yl)methyl]pyrrolidin-3-yl}-2-methoxy-2-methylpropanamide